2-(2-nitrostyryl)oxazole [N+](=O)([O-])C1=C(C=CC=2OC=CN2)C=CC=C1